bis([3-ethyl-3-oxetanylmethoxy] methyl) ether C(C)C1(COC1)COCOCOCC1(COC1)CC